O[C@H](C(=O)O)[C@@H](C(=O)O)O.CN1C(CN2C=3C(=CC=CC13)[C@H]1[C@@H]2CCNC1)=O (6bR,10aS)-3-methyl-6b,7,8,9,10,10a-hexahydro-1H-pyrido[3',4':4,5]pyrrolo[1,2,3-de]quinoxalin-2(3H)-one (2S,3S)-2,3-dihydroxysuccinate